ClC1=NC=CC(=N1)C=1N=C2N(N=C(C(=C2)OC)C2CC(C2)(F)F)C1 (2-chloropyrimidin-4-yl)-6-(3,3-difluorocyclobutyl)-7-methoxyimidazo[1,2-b]pyridazine